COC=1C=C(C=CC1OCC1=CC=C(C=C1)OC)NC1=C(C=2N=C(C=NC2C=C1)N1CCCC1)C#N 6-((3-methoxy-4-((4-methoxybenzyl)oxy)phenyl)amino)-3-(pyrrolidin-1-yl)quinoxaline-5-carbonitrile